The molecule is a glycophytoceramide that consists of phytosphingosine having an alpha-D-galactosyl attached at the O-1 position via a glycosidic linkage and a (Z)-tetracos-15-enoyl group attached to the nitrogen. CCCCCCCCCCCCCC[C@H]([C@H]([C@H](CO[C@@H]1[C@@H]([C@H]([C@H]([C@H](O1)CO)O)O)O)NC(=O)CCCCCCCCCCCCC/C=C\\CCCCCCCC)O)O